NC1=C(N=CC(=N1)N1CCC2(CC1)[C@@H](C1=CC=CC=C1C2)N[S@](=O)C(C)(C)C)SC=2C(=C1C(NC=NC1=CC2)=O)Cl (R)-N-((S)-1'-(6-amino-5-((5-chloro-4-oxo-3,4-dihydroquinazolin-6-yl)thio)pyrazine-2-yl)-1,3-dihydrospiro[indene-2,4'-piperidine]-1-yl)-2-methylpropane-2-sulfinamide